C(C)(=O)OOOOCOC(C)=O trioxymethylene diacetate